C(C1=CC=CC=C1)[C@H]1N(CC2(CC2)C1)C1=NC(=CC(N1)=O)N1CCOCC1 (R)-2-(6-benzyl-5-azaspiro[2.4]heptan-5-yl)-6-morpholinopyrimidin-4(3H)-one